C1(CC1)NC(=S)N1C(C=CC=C1)(C1=C(C=CC=C1)F)C1=NC=CC(=C1)C(F)F N-(cyclopropylaminothiocarbonyl)-2-(4-(difluoromethyl)pyridin-2-yl)-2-(2-fluorophenyl)Pyridine